ClC1=CC(=CC=2C=COC21)C2=CC=C(C=C2)C(=O)N2CC(C2)(C)C 7-chloro-5-(4-(3,3-dimethyl-azetidine-1-carbonyl)phenyl)benzofuran